Cl.Cl.ClC=1C(=NN(C1NC(=O)N[C@@H]1CN(C[C@H]1C1=CC(=C(C=C1)F)F)CCOC)C1=CC=CC=C1)COC1CCNCC1 1-(4-chloro-1-phenyl-3-((piperidin-4-yloxy)methyl)-1H-pyrazol-5-yl)-3-((3S,4R)-4-(3,4-difluorophenyl)-1-(2-methoxyethyl)pyrrolidin-3-yl)urea dihydrochloride